NC1=NC(=C2C(=N1)N(N=C2)CC2=CC=C(C=C2)N)C2=C(C#N)C=CC=C2 (6-amino-1-(4-aminobenzyl)-1H-pyrazolo[3,4-d]pyrimidin-4-yl)benzonitrile